8-((cyclopropylmethyl)(4',6-dicyclohexyl-[1,1'-biphenyl]-3-yl)amino)-5-methyl-6-oxo-5,6-dihydro-1,5-naphthyridine-2-carbonitrile C1(CC1)CN(C1=CC(N(C=2C=CC(=NC12)C#N)C)=O)C=1C=C(C(=CC1)C1CCCCC1)C1=CC=C(C=C1)C1CCCCC1